NC=1C(=CC=C(C1)S(=O)(=O)O)S(=O)(=O)[O-].[Na+] mono-sodium aniline-2,5-disulfonate